4-(2-(4'-(diphenylphosphinyl)-3,5-dimethoxy-[1,1'-biphenyl]-4-yl)vinyl)-1-ethylquinoline C1(=CC=CC=C1)P(=O)(C1=CC=C(C=C1)C1=CC(=C(C(=C1)OC)C=CC1=CCN(C2=CC=CC=C12)CC)OC)C1=CC=CC=C1